BrC1=CC(=C2C(=NC=NC2=C1)O)OC(C)C1N(CCOC1)C(=O)OC(C)(C)C tert-butyl 3-(1-((7-bromo-4-hydroxyquinazolin-5-yl)oxy)ethyl)morpholine-4-carboxylate